tert-butyl (2S)-4-(4-bromo-2'-chloro-8'-oxo-1,3,5',8'-tetrahydro-6'H-spiro[indene-2,7'-quinazolin]-4'-yl)-2-(cyanomethyl)piperazine-1-carboxylate BrC1=C2CC3(CCC=4C(=NC(=NC4C3=O)Cl)N3C[C@@H](N(CC3)C(=O)OC(C)(C)C)CC#N)CC2=CC=C1